3-aminomethyl-3,5,5-trimethylcyclohexyl-amine NCC1(CC(CC(C1)(C)C)N)C